2-((1-(3-(Cyclopropylmethyl)-2-(isoindolin-2-yl)-6-methyl-4-oxo-3,4-dihydroquinazolin-8-yl)ethyl)amino)benzoic acid C1(CC1)CN1C(=NC2=C(C=C(C=C2C1=O)C)C(C)NC1=C(C(=O)O)C=CC=C1)N1CC2=CC=CC=C2C1